C1(CC1)C1=NC=NC(=C1C=1N=C(C2=C(N1)CCNC2=O)CC2=CC=C(C=C2)C=2N(C=C(N2)C(F)(F)F)C)OC 2-(4-cyclopropyl-6-methoxypyrimidin-5-yl)-4-(4-(1-methyl-4-(trifluoromethyl)-1H-imidazol-2-yl)benzyl)-7,8-dihydropyrido[4,3-d]pyrimidin-5(6H)-one